C(C1=CC=CC=C1)N1CCC2(CC1)C(C1=CC(=CC=C1C2)O)=O benzyl-6-hydroxyspiro[indene-2,4'-piperidine]-1(3H)-one